(3R,4R)-3-Methyl-4-(3-methyl-4-(trifluoromethoxy)phenyl)piperidine-1-carbonyl-7-oxa-5-azaspiro[3.4]octan-6-one C[C@H]1CN(CCC1C1=CC(=C(C=C1)OC(F)(F)F)C)C(=O)C1CC[C@@]12NC(OC2)=O